C[SiH](C)[Zr]C1C=C(C=C1)C dimethylsilyl-(3-methylcyclopentadienyl)zirconium